3-(3-((t-Butyldimethylsilyl)oxy)prop-1-yn-1-yl)-4-methoxy-5-nitropyridine [Si](C)(C)(C(C)(C)C)OCC#CC=1C=NC=C(C1OC)[N+](=O)[O-]